Methyl 4-amino-2,5-difluoro-3-methoxybenzoate NC1=C(C(=C(C(=O)OC)C=C1F)F)OC